FC1=C(OC(=O)NC=2C=C3C(=CNC3=CC2)C2CCN(CC2)CCCC)C=CC=C1 5-(2-fluorophenoxy)carbonylamino-3-(1-butylpiperidin-4-yl)-1H-indole